FC=1C=C2C(=CNC2=CC1)NC(=O)N1CC2=CC=CC=C2CC1 N-(5-fluoro-1H-indol-3-yl)-3,4-dihydro-isoquinoline-2(1H)-carboxamide